C(CCCCCCC\C=C/CCCCCC)O Cis-9-hexadecenol